4-(3-methoxy-4-((4-((2-methoxyethyl)amino)-3-(trifluoromethyl)-1H-pyrrolo[2,3-b]pyridin-6-yl)amino)phenyl)-1-(oxetan-3-yl)-1,4-azaphosphinane 4-oxide COC=1C=C(C=CC1NC1=CC(=C2C(=N1)NC=C2C(F)(F)F)NCCOC)P2(CCN(CC2)C2COC2)=O